methyl 5-((2-(2-cyano-4-fluorophenyl)-5-oxa-2-azaspiro[3.4]octan-7-yl)oxy)-2'-ethoxy-[2,3'-bipyridine]-6-carboxylate C(#N)C1=C(C=CC(=C1)F)N1CC2(C1)OCC(C2)OC=2C=CC(=NC2C(=O)OC)C=2C(=NC=CC2)OCC